O=S.[Ti].[Li] lithium titanium oxysulfide